NC1=CC(=C(C=C1N)CC(C(=O)N)(N1CCOCC1)C)C (4,5-diamino-2-methylphenyl)-methyl-2-morpholinopropanamide